ClC=1N=CC=2NC(=NC=3C(=NN(C3C2C1)COCC[Si](C)(C)C)C)C1=C(C=CC=C1F)Cl 2-[[13-chloro-8-(2-chloro-6-fluoro-phenyl)-5-methyl-3,4,7,9,12-pentazatricyclo[8.4.0.02,6]tetradeca-1(10),2(6),4,7,11,13-hexaen-3-yl]methoxy]ethyl-trimethyl-silane